ClC=1C=CC(=C(C1)C1=NOC(=N1)[C@H]1[C@@H](C1)C1=CC=CC=C1)OC (5-chloro-2-methoxyphenyl)-5-(trans-2-phenylcyclopropyl)-1,2,4-oxadiazole